(S)-2-((1-(tert-Butoxycarbonyl)pyrrolidin-3-yl)oxy)-4-chloro-6-((diphenylmethylene)amino)nicotinic acid methyl ester COC(C1=C(N=C(C=C1Cl)N=C(C1=CC=CC=C1)C1=CC=CC=C1)O[C@@H]1CN(CC1)C(=O)OC(C)(C)C)=O